N-[3-(5-chloropyridin-3-yl)-1,2-oxazol-5-yl]-4-{2-methyl-5H,6H,7H-pyrazolo[1,5-a]pyrimidin-4-yl}-4-oxobutanamide ClC=1C=C(C=NC1)C1=NOC(=C1)NC(CCC(=O)N1C=2N(CCC1)N=C(C2)C)=O